C(CCC\C=C/C\C=C/C\C=C/C\C=C/C\C=C/CC)SC1(CCC1)C(=O)OCC ethyl 1-((5Z,8Z,11Z,14Z,17Z)-icosa-5,8,11,14,17-pentaenylthio)cyclobutanecarboxylate